C(#N)C1=C(C=CC=C1)[N+]#[C-] 2-CYANOPHENYLISONITRILE